(2S,5S,Z)-5-formyl-13-heptyl-2-isobutyl-N,N-dimethyl-3,14-dioxo-1,4-diazacyclotetradec-9-ene-7-carboxamide C(=O)[C@H]1NC([C@@H](NC(C(CC\C=C/CC(C1)C(=O)N(C)C)CCCCCCC)=O)CC(C)C)=O